1-benzyl-2-oxo-2,3-dihydro-1H-1,3-benzodiazole-5-carboxylic acid C(C1=CC=CC=C1)N1C(NC2=C1C=CC(=C2)C(=O)O)=O